1-[(3-cyano-pyridin-2-yl)methyl]-3-methyl-7-(2-butyn-1-yl)-8-(3-(R)-amino-piperidin-1-yl)-xanthine C(#N)C=1C(=NC=CC1)CN1C(=O)N(C=2N=C(N(C2C1=O)CC#CC)N1C[C@@H](CCC1)N)C